butan-2-en-1-one C(C=CC)=O